N1C=CC=2C1=[N+](C=CC2)[O-] pyrrolo[2,3-b]pyridine 7-oxide